1-Tosyl-1,5,6,7-tetrahydro-4H-indol-4-one S(=O)(=O)(C1=CC=C(C)C=C1)N1C=CC=2C(CCCC12)=O